C(C1=CC=CC=C1)NNNCCCCCC benzyl-triazanonane